[Fe].[Ta].[Ni] nickel-tantalum-iron